5-[indol-2-ylmethylene]-2,2-dimethyl-1,3-dioxane-4,6-dione N1C(=CC2=CC=CC=C12)C=C1C(OC(OC1=O)(C)C)=O